FC=1C=C2CC(N(C2=CC1)CC=C)=O 5-fluoro-1-allyl-2-oxo-indoline